CCN(CC)CC#CCOC(=O)[C@](C1CCCCC1)(C2=CC=CC=C2)O The molecule is a 4-(diethylamino)but-2-yn-1-ol yhat has S configuration. In contrast to the (R)- enantiomer, esoxybutynin exhibits essentially no anticholinergic activity. It has a role as a muscarinic antagonist, a local anaesthetic and a calcium channel blocker. It is an enantiomer of a (R)-oxybutynin.